N1=C(C=CC=C1C1=C(C=CC(=C1)C(C)C)C=1C(=C(C=C(C1)C)C12CC3CC(CC(C1)C3)C2)[O-])C2=C(C=CC(=C2)C(C)C)C=2C(=C(C=C(C2)C)C23CC1CC(CC(C2)C1)C3)[O-].C[Zr+2]C Dimethylzirconium [2',2'''-(pyridine-2,6-diyl)bis(3-((3r,5r,7r)-adamantan-1-yl)-4'-isopropyl-5-methyl-[1,1'-biphenyl]-2-olate)]